IC1=CN(C=2N=C3N(C(C21)=O)CCC3)CC(=O)OC methyl 2-(3-iodo-4-oxo-4,6,7,8-tetrahydro-1H-dipyrrolo[1,2-a:2',3'-d]pyrimidin-1-yl)acetate